O1C(CC2=C1C=CC=C2)COC2=CC=C(C=C2)C=2C=C(C(NC2C(F)(F)F)=O)C(=O)N 5-(4-((2,3-Dihydrobenzofuran-2-yl)methoxy)phenyl)-2-oxo-6-(trifluoromethyl)-1,2-dihydropyridin-3-carboxamide